4,4'-thiobis[ethylene(oxy)(carbonyl)(ethylene)]bis[2,6-bis(1,1-dimethylethyl)phenol] S(CCOC(=O)CCC1=CC(=C(C(=C1)C(C)(C)C)O)C(C)(C)C)CCOC(=O)CCC1=CC(=C(C(=C1)C(C)(C)C)O)C(C)(C)C